2-{[4-({2-[(4-cyano-2-fluorophenoxy)methyl]pyrimidin-4-yl}oxy)piperidin-1-yl]methyl}-1-{[(2S)-oxetan-2-yl]methyl}-1H-imidazo[4,5-b]pyridine-6-carboxylic acid C(#N)C1=CC(=C(OCC2=NC=CC(=N2)OC2CCN(CC2)CC=2N(C=3C(=NC=C(C3)C(=O)O)N2)C[C@H]2OCC2)C=C1)F